FC1=CC=C(C=C1)N1CC(C2=NC(=CC=C21)C(=O)N2C(C(NCC2)=O)(C)C)(C)C 4-(1-(4-fluorophenyl)-3,3-dimethyl-2,3-dihydro-1H-pyrrolo[3,2-b]pyridine-5-carbonyl)-3,3-dimethylpiperazin-2-one